C1(CCCC1)C1=NC2=NC=NC(=C2N1)C(=O)N(C)CC1=CC(=CC(=C1)C=1C=NN(C1)C1=CC=C(C=C1)F)F 8-Cyclopentyl-N-(3-fluoro-5-(1-(4-fluorophenyl)-1H-pyrazol-4-yl)benzyl)-N-methyl-7H-purine-6-carboxamide